CC1(OB(OC1(C)C)C1=CC2CCC(C1)N2C(=O)OC(C)(C)C)C tert-butyl 3-(4,4,5,5-tetramethyl-1,3,2-dioxaborolan-2-yl)-8-azabicyclo[3.2.1]-oct-2-ene-8-carboxylate